(R)-(4-(4-(trifluoromethoxy)pyrazolo[1,5-a]pyridin-2-yl)-6,7-dihydro-1H-imidazo[4,5-c]pyridin-5(4H)-yl)(5-(1-(trifluoromethyl)-1H-pyrazol-3-yl)-1,3,4-oxadiazol-2-yl)methanone FC(OC=1C=2N(C=CC1)N=C(C2)[C@@H]2N(CCC1=C2N=CN1)C(=O)C=1OC(=NN1)C1=NN(C=C1)C(F)(F)F)(F)F